3-((6-Morpholino-1-oxoisoquinolin-2(1H)-yl)methyl)-N-(piperidin-4-ylmethyl)benzamide O1CCN(CC1)C=1C=C2C=CN(C(C2=CC1)=O)CC=1C=C(C(=O)NCC2CCNCC2)C=CC1